C1=CC=CC2=CC3=CC=CC=C3C(=C12)B(O)O anthracene-9-boronic acid